C(C)(C)N1C(=NN=C1)C=1C=C(C=CC1)NC(=O)NC=1SC2=C(N1)C=CC=C2C 1-(3-(4-isopropyl-4H-1,2,4-triazol-3-yl)phenyl)-3-(7-methylbenzo[d]thiazol-2-yl)urea